monomethylolamine C(O)N